NCCS(=O)(=O)OC(C)=O acetyl taurinate